1-(1-(4-cyclopropoxy-3-nitrophenyl)azetidin-3-yl)-4-methylpiperazine C1(CC1)OC1=C(C=C(C=C1)N1CC(C1)N1CCN(CC1)C)[N+](=O)[O-]